CN1CC(C2=C(CC1)C=C(C=C2)O)C2=CC=CC=C2 3-METHYL-1-PHENYL-2,3,4,5-TETRAHYDRO-1H-BENZO[D]AZEPIN-7-OL